7-hydroxy-6,7-dihydro-5H-cyclopenta[b]pyridine-5-carboxamide OC1CC(C=2C1=NC=CC2)C(=O)N